N-{(3S)-4-[(6-chloro-4-oxo-3,4-dihydro-2H-1-benzopyran-2-carbonyl)amino]-3-hydroxybicyclo[2.2.2]oct-1-yl}-3-(difluoromethyl)-1,2-oxazole-5-carboxamide ClC=1C=CC2=C(C(CC(O2)C(=O)NC23[C@H](CC(CC2)(CC3)NC(=O)C3=CC(=NO3)C(F)F)O)=O)C1